C(C)(C)(C)OC(=O)N([C@@H](C)C(=O)O)CC N-(tert-Butoxycarbonyl)-N-ethyl-L-alanine